C(C)N1[C@H](CCCC1)[C@H](C)OC=1C=C2CN(C(C2=CC1)=O)C1C(NC(CC1)=O)=O 3-(5-((S)-1-((R)-1-ethylpiperidin-2-yl)ethoxy)-1-oxoisoindolin-2-yl)piperidine-2,6-dione